C(C)(C)(C)N1C[C@H]([C@H](C1)C1=CC=CC=C1)C(=O)NC=1C=CC=C2C=CC=NC12 tert-Butyl-(3S,4S)-4-phenyl-N-(quinolin-8-yl)pyrrolidine-3-carboxamide